4-methyl-2H-triazole CC1=NNN=C1